6-cyanonicotinate C(#N)C1=NC=C(C(=O)[O-])C=C1